FC1=C(C=C(C=C1)F)[C@@H]1N(C[C@H](C1)F)C1=NC=2N(C=C1)N=CC2 5-((2R,4S)-2-(2,5-difluorophenyl)-4-fluoropyrrolidin-1-yl)pyrazolo[1,5-a]pyrimidine